tert-butyl 4-[3-tert-butyl-1-(2,6-dioxo-3-piperidyl)-2-oxo-benzimidazol-5-yl]piperidine-1-carboxylate C(C)(C)(C)N1C(N(C2=C1C=C(C=C2)C2CCN(CC2)C(=O)OC(C)(C)C)C2C(NC(CC2)=O)=O)=O